NC(CCC(=O)O)CC1CCC(CC1)O γ-amino-p-hydroxycyclohexanepentanoic acid